FC1=CC=C(COC2=CC(=NC3=CC=CC=C23)C(=O)NCC2=CC=C(C=C2)/C=C/C(=O)OC)C=C1 Methyl (E)-3-(4-((4-((4-fluorobenzyl)oxy)quinoline-2-carboxamido)methyl)phenyl)acrylate